C(C1=CC=CC=C1)C([C@H](N)C(=O)[O-])C(=O)[O-] β-benzyl-aspartate